(3S,4R)-4-((7-(4-chlorophenyl)-5-fluoropyrrolo[2,1-f][1,2,4]triazin-2-yl)amino)tetrahydro-2H-pyran-3-ol ClC1=CC=C(C=C1)C1=CC(=C2C=NC(=NN21)N[C@H]2[C@@H](COCC2)O)F